2-(2-hydroxy-1-(6-methoxypyridin-3-yl)ethyl)-6-(phenylsulfonyl)phthalazin-1(2H)-one OCC(C=1C=NC(=CC1)OC)N1C(C2=CC=C(C=C2C=N1)S(=O)(=O)C1=CC=CC=C1)=O